C(CC)(=O)OCCC(CCC=C(C)C)C 3,7-dimethyl-6-octen-1-ol propionate